ClC1=CCCC=CCC1.[Ir+] iridium(I) chloro(1,5-cyclooctadiene)